1-(6-(4-((1-(4-amino-5-methoxy-2-(1-methyl-1H-pyrazol-4-yl)phenyl)piperidin-4-yl)methyl)piperazine-1-yl)-5-fluoro-1-methyl-1H-indazol-3-yl)dihydropyrimidine-2,4(1H,3H)-dione NC1=CC(=C(C=C1OC)N1CCC(CC1)CN1CCN(CC1)C1=C(C=C2C(=NN(C2=C1)C)N1C(NC(CC1)=O)=O)F)C=1C=NN(C1)C